CC1NC=CC1 2-methyl-1,2-dihydro-3H-pyrrole